C1(=C(C=CC=C1)N(C1=C(C(=CC=C1)C1=C(C=CC=2C3=CC=CC=C3NC12)C1=CC=CC=C1)C1=CC=CC=2SC3=C(C21)C=CC=C3)C3=C(C=CC=C3)C3=CC=CC=C3)C3=CC=CC=C3 di(biphenylyl)[(phenyl-carbazolyl)dibenzothiophenylphenyl]amine